2-(6-((6-(4-methylpyridin-3-yl)-2,7-naphthyridin-3-yl)amino)pyridin-3-yl)acetonitrile CC1=C(C=NC=C1)C=1C=C2C=C(N=CC2=CN1)NC1=CC=C(C=N1)CC#N